FC1=C(CCN2CCC(CC2)(C(=O)O)CC2=NC(=CC(=C2F)C)NC2=NNC(=C2)C)C=CC=C1F 1-(2,3-difluorophenethyl)-4-((3-fluoro-4-methyl-6-((5-methyl-1H-pyrazol-3-yl)amino)-pyridin-2-yl)methyl)piperidine-4-carboxylic acid